FC1=C[C@H](O[C@H]1N1C(NC(C(=C1)C)=O)=O)COP(=O)(OC1=CC=CC=C1)N[C@@H](C)C(=O)OC(C)C isopropyl ((((2S,5R)-4-fluoro-5-(5-methyl-2,4-dioxo-3,4-dihydropyrimidin-1(2H)-yl)-2,5-dihydrofuran-2-yl) methoxy) (phenoxy)phosphoryl)-L-alaninate